CN1C=NC2=C1C=C(C=C2)SC=2N=CC(=NC2)N2CCC1([C@@H](C=3N(N=CC3)C1)N)CC2 (S)-1-(5-((1-methyl-1H-benzo[d]imidazol-6-yl)thio)pyrazin-2-yl)-4'H,6'H-spiro[piperidine-4,5'-pyrrolo[1,2-b]pyrazol]-4'-amine